ClC1=NC(=CC(=N1)N1CC2(CC2)CC1C(=O)OCC)Cl ethyl 5-(2,6-dichloropyrimidin-4-yl)-5-azaspiro[2.4]heptane-6-carboxylate